4-((3,3,3-trifluoropropyl)amino)cyclobut-3-ene FC(CCNC1=CCC1)(F)F